pentaerythritol diacetate C(C)(=O)OCC(COC(C)=O)(CO)CO